Chloromethyl N-[2-(2-methoxyethoxy)ethyl]-N-methylcarbamate COCCOCCN(C(OCCl)=O)C